C(C)OC(=O)[C@H]1O[C@@H]1C(=O)N[C@@H](CC(C)C)C(=O)NCCC(C)C (2S,3S)-3-[[[(1S)-3-Methyl-1-[[(3-methylbutyl)amino]carbonyl]butyl]amino]carbonyl]-2-oxiranecarboxylic acid ethyl ester